C1(CCCCCC1)[C@@H](C(=O)NC1=CC=C(C=C1)C=1N(C=NC1C)C)NC(OC(C)(C)C)=O tert-butyl N-[(1S)-1-cycloheptyl-2-[4-(3,5-dimethylimidazol-4-yl)anilino]-2-oxo-ethyl]carbamate